3-(2-chloro-3-bromoanilino)-6-dimethoxymethylbenzoisoxazole ClC1=C(NC2=NOC3=C2C=CC(=C3)C(OC)OC)C=CC=C1Br